(1s,2s)-2-methyl-N-(2-(2-(trifluoromethyl)pyrimidin-4-yl)-1H-pyrrolo[3,2-c]pyridin-6-yl)cyclopropanecarboxamide C[C@@H]1[C@H](C1)C(=O)NC1=CC2=C(C=N1)C=C(N2)C2=NC(=NC=C2)C(F)(F)F